C(C)OC(CCC(=O)N1CC2=NC(=C(C=C2C1)OC)OCCCO)=O 4-(2-(3-hydroxypropoxy)-3-methoxy-5,7-dihydro-6H-pyrrolo[3,4-b]pyridin-6-yl)-4-oxobutanoic acid ethyl ester